ClC1=NN2C(C(=N1)NCC=1C(=NC=CC1)C=1C=NC(=CC1)N(C)C)=NC=C2C(=C)C 2-chloro-N-((6'-(dimethylamino)-[2,3'-bipyridin]-3-yl)methyl)-7-(prop-1-en-2-yl)imidazo[2,1-f][1,2,4]triazin-4-amine